BrC(CC1=CC=C(C=C1)[N+](=O)[O-])=O alpha-bromo(4-nitrophenyl)ethanone